Cis-ethyl-5-fluoro-6-[(5-methyl-1H-pyrazol-3-yl)amino]-2-[(5-hydroxyadamantan-2-yl)amino]pyrimidine-4-carboxylate C(C)OC(=O)C1=NC(=NC(=C1F)NC1=NNC(=C1)C)NC1C2CC3CC(CC1C3)(C2)O